C(CCCCCCCCCCCCC)(=O)O.C(CCCCCCCCCCCCC)(=O)O.C(CCCCCCCCCCCCC)(=O)O.C(CCCCCCCCCCCCC)(=O)O.OCC(CO)(C(CO)([N+](=O)[O-])CO)[N+](=O)[O-] 2,3-dihydroxymethyl-2,3-dinitro-1,4-butanediol tetramyristate